1-(cyanomethyl)pyrazole-3-carboxylic acid C(#N)CN1N=C(C=C1)C(=O)O